5-amino-1-methyl-1H-imidazole NC1=CN=CN1C